5-bromo-2-(3,4-dichlorophenyl)-1-ethyl-4-oxo-pyridine-3-carboxylic acid BrC=1C(C(=C(N(C1)CC)C1=CC(=C(C=C1)Cl)Cl)C(=O)O)=O